[Na+].N=C([C@H](N=N)C(=O)[O-])C(=O)[O-].CC1=NC2=CC=CC=C2C(=N1)C1=CC=C(C=C1)C.[Na+] 2-methyl-4-(p-tolyl)quinazoline Diiminoaspartate Sodium Salt